F[B-](F)(F)F.C(C)N1CN(C=C1)C 1-ethyl-3-methylimidazole tetrafluoroborate Salt